C(C)(=O)N1C[C@@H](OCC1)COC1=C(C(=C(C#N)C=C1)Br)F (R)-4-((4-acetylmorpholin-2-yl)methoxy)-2-bromo-3-fluorobenzonitrile